ClCC1=CC=C(C=C1)N1C(=NC=2C1=NC(=CC2)C(C)C)C=2C(=NC=CC2)N 3-(3-(4-(Chloromethyl)phenyl)-5-isopropyl-3H-imidazo[4,5-b]pyridin-2-yl)pyridin-2-amine